(1-(5-(tert-butoxycarbonyl)-5-azaspiro[3.4]octan-7-yl)-6-chloro-1,2,3,4-tetrahydroquinolin-8-yl)boronic acid C(C)(C)(C)OC(=O)N1C2(CCC2)CC(C1)N1CCCC2=CC(=CC(=C12)B(O)O)Cl